BrC1=C(C=CC=C1)CC(C)O 1-(2-bromophenyl)-2-propanol